C(C)(C)(C)OC(=O)N[C@@H]([C@@H](C(=O)N[C@@](C(=O)O)(C)C1=CC(=CC=C1)C(F)(F)F)O)CC1=CC=CC=C1 (S)-2-((2S,3R)-3-((tert-butoxycarbonyl)amino)-2-hydroxy-4-phenylbutanamido)-2-(3-(trifluoromethyl)phenyl)propanoic acid